O=C1CC(N(C2=C(N1)C=1CCCCC1C=C2)C2=CC=C(C=C2)NS(=O)(=O)CC2=C(C=CC=C2)I)=O N-[4-(2,4-dioxo-1,2,3,4,8,9,10,11-octahydronaphtho[1,2-b][1,4]diazepin-5-yl)phenyl]-1-(2-iodophenyl)methanesulfonamide